C1(CC1)C=1C=CC(=NC1F)C(NC(=O)C1N(CC(C1)F)C(CC1=NN(C(N1C)=O)C)=O)C1=CC=CC=C1 N-[(5-cyclopropyl-6-fluoropyridin-2-yl)(phenyl)methyl]-1-[2-(1,4-dimethyl-5-oxo-4,5-dihydro-1H-1,2,4-triazol-3-yl)acetyl]-4-fluoropyrrolidine-2-carboxamide